4-bromo-2,3-difluorobenzonitrile BrC1=C(C(=C(C#N)C=C1)F)F